Nα-Fmoc-aspartic acid C(=O)(OCC1C2=CC=CC=C2C2=CC=CC=C12)N[C@@H](CC(=O)O)C(=O)O